N-methyl-di-n-decylammonium tetrakis(pentafluorophenyl)borate FC1=C(C(=C(C(=C1[B-](C1=C(C(=C(C(=C1F)F)F)F)F)(C1=C(C(=C(C(=C1F)F)F)F)F)C1=C(C(=C(C(=C1F)F)F)F)F)F)F)F)F.C[NH+](CCCCCCCCCC)CCCCCCCCCC